CC1(C(CN2C1=NC=1C=CC=CC1C2=O)C(F)(F)F)C 3,3-dimethyl-2-(trifluoromethyl)-2,3-dihydropyrrolo[2,1-b]quinazolin-9(1H)-one